COC1=C(CSC2=NC3=C(N2)C=CC(=C3)O)C(=CC=C1C)C 2-((2-methoxy-3,6-dimethylbenzyl)thio)-1H-benzo[d]imidazol-5-ol